2-[(3-chloro-4-fluorophenyl)-[(1S,2S)-2-fluorocyclopentyl]oxymethyl]-5-methyl-4-methylsulfonyl-1H-imidazole ClC=1C=C(C=CC1F)C(C=1NC(=C(N1)S(=O)(=O)C)C)O[C@@H]1[C@H](CCC1)F